sn-glycero-3-phosphoserine OC[C@@H](O)COP(=O)(O)OC[C@H](N)C(=O)O